(5RS,7RS)-2-(4-Methylbenzyl)-5-(pyrrolidin-1-ylcarbonyl)-7-(trifluoromethyl)-5,6,7,8-tetrahydro[1,2,4]triazolo[4,3-a]pyridin-3(2H)-one CC1=CC=C(CN2N=C3N([C@H](C[C@H](C3)C(F)(F)F)C(=O)N3CCCC3)C2=O)C=C1 |r|